N1(N=CN=C1)CC1(COC1)CNC=1C(=CC=2NC3=CC=C(C=C3C2C1)F)C N-((3-((1H-1,2,4-triazol-1-yl)methyl)oxetan-3-yl)methyl)-6-fluoro-2-methyl-9H-carbazol-3-amine